C[Pb]Br methyl-bromolead